CC1(CCN(CC1)C=1OC2=C(C=C(C=C2C(C1)=O)C)CO)C 2-(4,4-dimethyl-1-piperidyl)-8-(hydroxymethyl)-6-methyl-chromen-4-one